3-morpholinopropanoic acid O1CCN(CC1)CCC(=O)O